(R)-N-(1-Hydroxypropan-2-yl)-6-(((3-(5-methylisoxazol-3-yl)-[1,2,4]triazolo[3,4-a]phthalazin-6-yl)oxy)methyl)nicotinamid OC[C@@H](C)NC(C1=CN=C(C=C1)COC1=NN2C(C3=CC=CC=C13)=NN=C2C2=NOC(=C2)C)=O